OC=1C=C(C2OC3=CC(=CC=C3CC2O)O)C=CC1O 3',4',7-trihydroxyflavanol